6,8-dihydroxy-1,3-pyrenedisulfonic acid OC1=C2C=CC3=C(C=C(C4=CC=C(C(=C1)O)C2=C43)S(=O)(=O)O)S(=O)(=O)O